C[Si](C)(C)N([C@@H](CCSC)C(=O)O)[Si](C)(C)C Bis(trimethylsilyl)methionine